F[P-](F)(F)(F)(F)F.N1C=NC=C1 imidazole hexafluorophosphate salt